BrC=1C=C(C=CC1)N1C(=C(C(=C1C)/C=N/NC1=NC=CC=C1)C(=O)OCC)C (E)-ethyl 1-(3-bromophenyl)-2,5-dimethyl-4-((2-(pyridin-2-yl) hydrazono) methyl)-1H-pyrrole-3-carboxylate